BrC=1C=C(C=CC1)/C=C/C(=O)C1=C(C=C(C=C1O)O)O (E)-3-(3-Bromophenyl)-1-(2,4,6-trihydroxyphenyl)prop-2-en-1-one